5-(1-(2,2-difluoroethyl)piperidin-4-yl)-2-(2,6-dimethylpyridin-4-yl)-3-isopropyl-1H-indole FC(CN1CCC(CC1)C=1C=C2C(=C(NC2=CC1)C1=CC(=NC(=C1)C)C)C(C)C)F